di-thioether S1SO1